C(C)(C)(C)OC(=O)N1[C@H]([C@@H](C1)C=1OC=NN1)C |r| Trans-rac-2-methyl-3-(1,3,4-oxadiazol-2-yl)azetidine-1-carboxylic acid tert-butyl ester